4-[(2-methylpropan-2-yl)oxy]-4-oxobutanoic acid CC(C)(C)OC(CCC(=O)O)=O